O[C@@]12C=CC([C@H]3[C@]14C=1C(=C(C=CC1C[C@H]2N(C)CC4)OC)O3)=O 14-HYDROXYCODEINON